1-[4-(2,3-Dimethylphenyl)piperazin-1-yl]-2-{3-[4-(hydroxymethyl)-4-methylpiperidin-1-carbonyl]-5,6-dihydrocyclopenta[c]pyrazol-1(4H)-yl}ethan-1-on CC1=C(C=CC=C1C)N1CCN(CC1)C(CN1N=C(C2=C1CCC2)C(=O)N2CCC(CC2)(C)CO)=O